(S)-5-(5-(1-(tert-butoxycarbonyl)pyrrolidin-2-yl)-2-(2,6-dimethylisonicotinyl)-1,2,3,4-tetrahydroisoquinolin-7-yl)-3-methyl-1H-pyrrolo[2,3-b]pyridine C(C)(C)(C)OC(=O)N1[C@@H](CCC1)C1=C2CCN(CC2=CC(=C1)C=1C=C2C(=NC1)NC=C2C)CC2=CC(=NC(=C2)C)C